N-(1,3-dioxo-1,3-dihydro-2-benzofuran-5-yl)-N-methyl-1,3-dioxo-1,3-dihydro-2-benzofuran-5-sulfonamide O=C1OC(C2=C1C=CC(=C2)N(S(=O)(=O)C2=CC1=C(C(OC1=O)=O)C=C2)C)=O